(N-[4-amino-5-[4-[2-[ethyl(methyl)amino]-2-oxo-ethoxy]benzoyl]thiazol-2-yl]-4-fluoro-anilino)propanamide NC=1N=C(SC1C(C1=CC=C(C=C1)OCC(=O)N(C)CC)=O)N(C1=CC=C(C=C1)F)C(C(=O)N)C